(1S,4s)-4-(8-(2-chloro-4,6-difluorophenylamino)-2-((1R,3R)-3-hydroxycyclopentylamino)-9H-purin-9-yl)cyclohexanecarboxamide ClC1=C(C(=CC(=C1)F)F)NC=1N(C2=NC(=NC=C2N1)N[C@H]1C[C@@H](CC1)O)C1CCC(CC1)C(=O)N